(1S,2S)-2-fluoro-N-(5-(4-methyl-1H-pyrrolo[2,3-b]pyridin-5-yl)pyrazolo[1,5-a]pyridin-2-yl)cyclopropane-1-carboxamide F[C@@H]1[C@@H](C1)C(=O)NC1=NN2C(C=C(C=C2)C=2C(=C3C(=NC2)NC=C3)C)=C1